8-((1-(3-(3,3-Difluoropyrrolidin-1-yl)prop-1-en-1-yl)-5-methyl-1H-indazol-6-yl)oxy)-5,6,7,8-tetrahydroquinoline-3-carbonitrile FC1(CN(CC1)CC=CN1N=CC2=CC(=C(C=C12)OC1CCCC=2C=C(C=NC12)C#N)C)F